FC=1C=CC(=C(C1)C1=C(C=NC(=C1)C)C(=O)OC)C#C[Si](C)(C)C methyl 4-(5-fluoro-2-((trimethylsilyl) ethynyl) phenyl)-6-methylpyridine-3-carboxylate